C1(=CC=CC=C1)S(=O)(=O)OC1=C(C=CC=C1)NC(=O)NC1=CC(=CC=C1)OS(=O)(=O)C1=CC=C(C=C1)OC N-[2-(benzenesulfonyloxy)phenyl]-N'-[3-(p-methoxybenzenesulfonyloxy)phenyl]urea